2-(2-methoxy-5-(methylamino)pyridin-3-yl)-N,N-dimethylacetamide COC1=NC=C(C=C1CC(=O)N(C)C)NC